9,9-dibutyl-fluorene C(CCC)C1(C2=CC=CC=C2C=2C=CC=CC12)CCCC